C1(CC1)SC=1C=C(C=C(C1[N+](=O)[O-])C)N1CC2=CC=C(C=C2CC1)F 2-(3-(Cyclopropylthio)-5-methyl-4-nitrophenyl)-6-fluoro-1,2,3,4-tetrahydroisoquinoline